NC1=NN=C(S1)S 5-Amino-1,3,4-thiadiazole-2-thiol